FC([C@@H](C1=CC=C(C=C1)F)N1N=CC(=C1)C1=CN=CC(=N1)C1=C(C=2N(C=C1F)N=C(N2)N2C(=CC=C2C)C)F)(C)F (R)-7-(6-(1-(2,2-difluoro-1-(4-fluorophenyl)propyl)-1H-pyrazol-4-yl)pyrazin-2-yl)-2-(2,5-dimethyl-1H-pyrrol-1-yl)-6,8-difluoro-[1,2,4]triazolo[1,5-a]pyridine